N-[5-[(3,5-difluorophenyl)methyl]-1H-indazol-3-yl]-4-[4-[2-[4-[4-[(2,6-dioxo-3-piperidyl)amino]phenyl]-1-piperidyl]acetyl]piperazin-1-yl]-2-(isopropylamino)benzamide FC=1C=C(C=C(C1)F)CC=1C=C2C(=NNC2=CC1)NC(C1=C(C=C(C=C1)N1CCN(CC1)C(CN1CCC(CC1)C1=CC=C(C=C1)NC1C(NC(CC1)=O)=O)=O)NC(C)C)=O